3-(2-Chloro-5-fluoropyrimidin-4-yl)-6-fluoroimidazo[1,2-a]pyridine ClC1=NC=C(C(=N1)C1=CN=C2N1C=C(C=C2)F)F